bis(2,4,6-trimethylphenyl)iodonium trifluoromethanesulfonate FC(S(=O)(=O)[O-])(F)F.CC1=C(C(=CC(=C1)C)C)[I+]C1=C(C=C(C=C1C)C)C